N1=CN=CC(=C1)C1=CN=C2N1C=C(C=N2)C=2C=C(C=NC2)C2=CC=C(C=C2)N2C(CCC2)=O 1-(4-(5-(3-(pyrimidin-5-yl)imidazo[1,2-a]pyrimidin-6-yl)pyridin-3-yl)phenyl)pyrrolidin-2-one